C(C)(C)(C)C1C=2C=C(C(N(C2C=2C(=C3C=CC=NC3=C(C2)OC(F)F)C1)C)=O)C(=O)O 6-(tert-butyl)-12-(difluoromethoxy)-10-methyl-9-oxo-5,6,9,10-tetrahydroquinolino[7,8-f]quinoline-8-carboxylic acid